3-cyano-6-(3-cyclopropylphenoxy)-N-[2-(2,4-dichlorophenyl)-2-fluoro-ethyl]-2-methoxy-pyrazolo[1,5-a]pyrimidine-7-carboxamide C(#N)C=1C(=NN2C1N=CC(=C2C(=O)NCC(F)C2=C(C=C(C=C2)Cl)Cl)OC2=CC(=CC=C2)C2CC2)OC